ACETATE ((2S)-1,3,3-trimethylbicyclo[2.2.1]heptan-2-yl acetate) CC12[C@@H](C(C(CC1)C2)(C)C)CC(=O)O.C(C)(=O)O